NC1=CC=C(C=C1)[C@H]1CNCCC1 (S)-3-(4-aminophenyl)piperidine